(S)-2-(chloromethyl)ethylene oxide ClC[C@@H]1CO1